NC1=CC(=NN1CC(=O)O)C1=CC=CC=C1 2-(5-amino-3-phenyl-1H-pyrazol-1-yl)acetic acid